C(C)C=C(C(=O)ON(CC)S(=O)(=O)C(C(C(C(C(C(C(C(F)(F)F)(F)F)(F)F)(F)F)(F)F)(F)F)(F)F)(F)F)C (N-ethyl perfluorooctanesulfonylamino) ethylmethacrylate